[Si](C)(C)(C(C)(C)C)OCCC(C(C(=O)N1[C@@H](C[C@H](C1)O)C(NCC1=CC=C(C=C1)C#C)=O)NC(OC(C)(C)C)=O)(C)C tert-butyl N-[4-[tert-butyl (dimethyl)silyl]oxy-1-[(2S,4R)-2-[(4-ethynylphenyl)methylcarbamoyl]-4-hydroxy-pyrrolidine-1-carbonyl]-2,2-dimethyl-butyl]carbamate